ClC=1C=C(C=C(C1)OCC1=C(N=CS1)C(F)(F)F)N1C(N(C(C(=C1)C=1C(=NC=CC1)OC)=O)C=1C=NC=CC1)=O 1-[3-chloro-5-[[4-(trifluoromethyl)thiazol-5-yl]methoxy]phenyl]-5-(2-methoxy-3-pyridyl)-3-(3-pyridyl)pyrimidine-2,4-dione